The molecule is a branched amino pentadecasaccharide comprising beta-D-galactosyl, beta-D-glucosyl and 2,5-anydro-D-mannose residues linked sequentially (1->4) and (1->6), to the galactosyl residue of which are linked (1->3) two units of beta-D-Gal-(1->4)-beta-D-Glc-(1->6)-[alpha-Neu5Ac-(2->3)-beta-D-Gal-(1->4)]-beta-D-GlcNAc themselves linked (1->3). Obtained by depolymerisation of the group B Streptococcus (GBS) type III capsular polysaccharide during which process the 2,5-anhydro-D-mannose residue is formed from the original reducing-end N-acetyl-glucosaminyl residue (PMID:28439022). CC(=O)N[C@@H]1[C@H](C[C@@](O[C@H]1[C@@H]([C@@H](CO)O)O)(C(=O)O)O[C@H]2[C@H]([C@H](O[C@H]([C@@H]2O)O[C@@H]3[C@H](O[C@@H]([C@H]3O)C=O)CO[C@H]4[C@@H]([C@H]([C@@H]([C@H](O4)CO)O[C@H]5[C@@H]([C@H]([C@H]([C@H](O5)CO)O)O[C@H]6[C@@H]([C@H]([C@@H]([C@H](O6)CO[C@H]7[C@@H]([C@H]([C@@H]([C@H](O7)CO)O[C@H]8[C@@H]([C@H]([C@H]([C@H](O8)CO)O)O[C@H]9[C@@H]([C@H]([C@@H]([C@H](O9)CO[C@H]1[C@@H]([C@H]([C@@H]([C@H](O1)CO)O[C@H]1[C@@H]([C@H]([C@H]([C@H](O1)CO)O)O)O)O)O)O[C@H]1[C@@H]([C@H]([C@H]([C@H](O1)CO)O)O[C@@]1(C[C@@H]([C@H]([C@@H](O1)[C@@H]([C@@H](CO)O)O)NC(=O)C)O)C(=O)O)O)O)NC(=O)C)O)O)O)O[C@H]1[C@@H]([C@H]([C@H]([C@H](O1)CO)O)O[C@@]1(C[C@@H]([C@H]([C@@H](O1)[C@@H]([C@@H](CO)O)O)NC(=O)C)O)C(=O)O)O)O)NC(=O)C)O)O)O)CO)O)O